C(C)(=O)O.C(C1=CC=CC=C1)N1N=CC(=C1)C(=O)NCC1=CC=C(C=C1)C(N)=N 1-benzyl-N-(4-carbamimidoylbenzyl)-1H-pyrazole-4-carboxamide acetate salt